COC(N[C@H](C(=O)NC=1C(N(C=CC1)CC1=NC2=C(N1)C=C(C=C2OCC(F)F)F)=O)CC\C=C\C(=O)N(C)C)=O Methyl-(S,E)-(1-((1-((4-(2,2-difluoroethoxy)-6-fluoro-1H-benzo[d]imidazol-2-yl)methyl)-2-oxo-1,2-dihydropyridin-3-yl)amino)-7-(dimethylamino)-1,7-dioxohept-5-en-2-yl)carbamat